tert-butyl 4-[[1-(2-ethoxy-2-oxo-ethyl) azetidin-3-yl]methyl]piperidine-1-carboxylate C(C)OC(CN1CC(C1)CC1CCN(CC1)C(=O)OC(C)(C)C)=O